2'-(4-Cyclopropyl-6-methoxypyrimidin-5-yl)-5'-methyl-8'-(3-fluoro-4-(1-methyl-4-(Trifluoromethyl)-1H-imidazol-2-yl)benzyl)-5',8'-dihydro-6'H-spiro[cyclopropan-1,7'-pteridine]-6'-one C1(CC1)C1=NC=NC(=C1C1=NC=2N(C3(C(N(C2C=N1)C)=O)CC3)CC3=CC(=C(C=C3)C=3N(C=C(N3)C(F)(F)F)C)F)OC